3-methyl-2-buten-1-ol CC(=CCO)C